FC(C(=O)[O-])(F)F.NC(=O)C1=CC=CC2=CN(N=C12)C1=CC=C(CN2C3C[NH2+]C(C2)CC3)C=C1 5-{4-[7-(aminocarbonyl)-2H-indazol-2-yl]benzyl}-5-aza-2-azoniabicyclo[2.2.2]octane trifluoroacetate